C(#N)C1=C(C=C(C=C1)C(C(=O)O)N1C(N=CC1=O)=O)F (4-cyano-3-fluorophenyl)(2,5-dioxoimidazol-1-yl)acetic acid